CC=1C(=C2C=NN(C2=CC1)C1OCCCC1)NC(=O)C1=CN=C(O1)NC1=NC(=CC=C1)C N-(5-methyl-1-(tetrahydro-2H-pyran-2-yl)-1H-indazol-4-yl)-2-((6-methylpyridin-2-yl)amino)oxazole-5-carboxamide